N1=NC=CC=2NC=3C=CC=CC3C21 pyridazino[4,3-b]indole